ClC1=C(C=C(C=C1)NC1=NC=2N(C(=C1)NC1CC1)N=CC2C#N)CS(=O)C (-)-5-(4-chloro-3-(methylsulfinylmethyl)phenylamino)-7-(cyclopropylamino)pyrazolo[1,5-a]Pyrimidine-3-carbonitrile